ClCC1=CC(=C(CN2N=C(C=3N=C(N=C(C32)NCC3=NOC(=C3)C)NC(OC)=O)C)C=C1)OC methyl (1-(4-(chloromethyl)-2-methoxybenzyl)-3-methyl-7-(((5-methylisoxazol-3-yl)methyl)amino)-1H-pyrazolo[4,3-d]pyrimidin-5-yl)carbamate